tert-butyl (4R)-4-(tert-butyldimethylsilyloxy)-2-(5-fluoro-2-methoxyphenyl)pyrrolidine-1-carboxylate [Si](C)(C)(C(C)(C)C)O[C@@H]1CC(N(C1)C(=O)OC(C)(C)C)C1=C(C=CC(=C1)F)OC